CC1=C(C=CC=C1NC(C1=NC=C(C(=C1)C)CNCCOC)=O)C1=C(C(=CC=C1)NC(C1=NC=C(C(=C1)C)CNCCOC)=O)C N,N'-(2,2'-dimethyl-[1,1'-biphenyl]-3,3'-diyl)bis(5-(((2-methoxyethyl)amino)methyl)-4-methylpicolinamide)